2,6-bis[(3AR,8AS)-(+)-8H-indeno[1,2-D]oxazolin-yl]pyridine O1C(=NC2=C1CC=1C=CC=CC12)C1=NC(=CC=C1)C=1OC2=C(N1)C=1C=CC=CC1C2